tert-butyl (R)-3-(((4-((4,4-difluorocyclohexyl)(methyl)amino)butyl)((S)-5,6,7,8-tetrahydroquinolin-8-yl)amino)methyl)-5-morpholino-3,4-dihydroisoquinoline-2(1H)-carboxylate FC1(CCC(CC1)N(CCCCN([C@H]1CCCC=2C=CC=NC12)C[C@@H]1N(CC2=CC=CC(=C2C1)N1CCOCC1)C(=O)OC(C)(C)C)C)F